C(C=C)[NH3+] 2-propen-1-aminium